4-aminopiperidin-1-carboxylic acid NC1CCN(CC1)C(=O)O